COC1(CC1)C(=O)N1CCNCC1 (1-methoxycyclopropyl)(piperazine-1-yl)methanone